5-(4-bromophenyl)-1-methyl-1H-pyrazole BrC1=CC=C(C=C1)C1=CC=NN1C